bis(trisilanyl)chlorophosphine [SiH2]([SiH2][SiH3])P(Cl)[SiH2][SiH2][SiH3]